N-(1-((1s,3s)-3-ethoxycyclobutyl)-3-(trifluoromethyl)-1H-pyrazol-4-yl)-2-(1H-pyrazol-4-yl)thiazole-4-carboxamide C(C)OC1CC(C1)N1N=C(C(=C1)NC(=O)C=1N=C(SC1)C=1C=NNC1)C(F)(F)F